CS(=O)(=O)CC1=CC(=C(C(=O)[O-])C=C1)S(=O)(=O)Cl 4-methylsulfonylmethyl-2-chlorosulfonylbenzoate